(R)-N'-((5-fluoro-3-(2-methoxypyridin-4-yl)bicyclo[4.2.0]octa-1(6),2,4-trien-2-yl)carbamoyl)-6,7-dihydro-5H-pyrazolo[5,1-b][1,3]oxazine-3-sulfonimidamide FC1=CC(=C(C=2CCC12)NC(=O)N=[S@](=O)(N)C=1C=NN2C1OCCC2)C2=CC(=NC=C2)OC